BrC1=C(C(C2=CC=CC=C12)Br)Br tribromo-indene